(1-(2-(((1H-pyrrolo[3,2-c]pyridin-2-yl)methyl)amino)-2-oxoethyl)-6-oxo-2-phenyl-1,6-dihydropyrimidin-5-yl)-5-phenoxythiophene-2-carboxamide N1C(=CC=2C=NC=CC21)CNC(CN2C(=NC=C(C2=O)C2=C(SC(=C2)OC2=CC=CC=C2)C(=O)N)C2=CC=CC=C2)=O